FC=1C(=C(C=C(C1)F)CNC(=O)C=1C(=NC=C(C1)C=1C=CC=2N(N1)C=C(N2)NC(C)=O)C)OC2COCCC2 N-{[3,5-difluoro-2-(oxan-3-yloxy)phenyl]methyl}-5-{2-acetamidoimidazo[1,2-b]pyridazin-6-yl}-2-methylpyridine-3-carboxamide